1-[(4-fluorophenyl)methyl]-4-hydroxy-2-oxo-1,8-naphthyridine-3-carboxylic acid ethyl ester C(C)OC(=O)C=1C(N(C2=NC=CC=C2C1O)CC1=CC=C(C=C1)F)=O